N6-[(propargyloxy)carbonyl]-L-lysine C(C#C)OC(=O)NCCCC[C@H](N)C(=O)O